C(CCCCCCCCC)C1C2C=CC(C1)C2 5-decylbicyclo[2.2.1]hept-2-ene